1-Amino-3-methoxy-4-methylpyridin-1-ium 2,4-dinitrophenolate [N+](=O)([O-])C1=C(C=CC(=C1)[N+](=O)[O-])[O-].N[N+]1=CC(=C(C=C1)C)OC